(S)-4-(cyclopropylethynyl)-7-(hydroxymethyl)-1-(4-methoxybenzyl)-4-(trifluoromethyl)-3,4-dihydroquinazolin-2(1H)-one C1(CC1)C#C[C@@]1(NC(N(C2=CC(=CC=C12)CO)CC1=CC=C(C=C1)OC)=O)C(F)(F)F